N-(4-((3-(ethoxymethyl)-3-(2-(thiophen-2-yl)ethyl)pyrrolidin-1-yl)methyl)phenyl)acetamide C(C)OCC1(CN(CC1)CC1=CC=C(C=C1)NC(C)=O)CCC=1SC=CC1